1-(5-(7-azabicyclo[2.2.1]hept-7-yl)pyridin-2-yl)-N-(3-chloro-5-(methylsulfonyl)phenyl)-5-methyl-1H-pyrrole-3-carboxamide C12CCC(CC1)N2C=2C=CC(=NC2)N2C=C(C=C2C)C(=O)NC2=CC(=CC(=C2)S(=O)(=O)C)Cl